C(CCCCCCCCCCCCCCC)OCC=CBr 3-hexadecyloxybromopropaneN